N-(trifluoroacetyl)4-methyl-2,3,4,5-tetrahydro-1H-benzofuro[2,3-d]azepine FC(C(=O)N1C(CC2=C(CC1)C1=C(O2)C=CC=C1)C)(F)F